ClC(C(=O)O)=C(C)C L-2-chloro-3-methylbut-2-enoic acid